Cl.CONC N-methoxymethanamine HCl salt